C[C@@H]1N(CCN(C1)C)[C@H]1CNCC1 (S)-2,4-Dimethyl-1-((R)-pyrrolidin-3-yl)piperazine